FC1=C(C(=CC=C1)F)NC(NC1=C(C=CC=C1F)F)=S bis(2,6-difluorophenyl)thiourea